(3R)-1-(7-(5-cyclopropyl-6-vinyl-1H-indazol-4-yl)-8-fluoro-2-(((2R,7aS)-2-fluorotetrahydro-1H-pyrrolizin-7a(5H)-yl)methoxy)pyrido[4,3-d]pyrimidin-4-yl)-3-methylpiperidin-3-ol C1(CC1)C=1C(=C2C=NNC2=CC1C=C)C1=C(C=2N=C(N=C(C2C=N1)N1C[C@@](CCC1)(O)C)OC[C@]12CCCN2C[C@@H](C1)F)F